2-{5-bromo-2-[4-(3-morpholin-4-ylpropoxy)phenylamino]-pyrimidin-4-ylamino}-thiophene-3-carboxylic acid hydroxyamide ONC(=O)C1=C(SC=C1)NC1=NC(=NC=C1Br)NC1=CC=C(C=C1)OCCCN1CCOCC1